3-((2-methoxypyrimidin-4-yl)amino)-1H-pyrazol COC1=NC=CC(=N1)NC1=NNC=C1